7-chloro-2-iodo-thieno[2,3-c]pyridine ClC=1N=CC=C2C1SC(=C2)I